hydrogen peroxide HCl Cl.OO